tert-butyl 6-((1-(tert-butoxycarbonyl)-3-(2-chloro-3-methylphenyl)azetidin-3-yl)amino)-3,3-dimethyl-2-oxoindoline-1-carboxylate C(C)(C)(C)OC(=O)N1CC(C1)(C1=C(C(=CC=C1)C)Cl)NC1=CC=C2C(C(N(C2=C1)C(=O)OC(C)(C)C)=O)(C)C